ClC1=C2C(=NC=C1)N(C(=C2)C=2C=NN(C2)C)S(=O)(=O)C2=CC=C(C)C=C2 4-Chloro-2-(1-methyl-1H-pyrazol-4-yl)-1-tosyl-1H-pyrrolo[2,3-b]pyridine